(2,5-difluorophenyl)(1-((trimethylsilyl)ethynyl)cyclopropyl)methylamine FC1=C(C=C(C=C1)F)NCC1(CC1)C#C[Si](C)(C)C